6-amino-7-(3-methoxy-2,6-dimethylphenyl)-2,3-dimethylpyrrolo[1,2-b]pyridazine-5-carbonitrile NC=1C(=C2N(N=C(C(=C2)C)C)C1C1=C(C(=CC=C1C)OC)C)C#N